C(CC)C=1C=NC(=NC1)N1CCC(CC1)[C@@H](C)OC1=NN2C(S1)=NC(=C2)C=2C=NC(=CC2)S(=O)(=O)C 2-((R)-1-(1-(5-propylpyrimidin-2-yl)piperidin-4-yl)ethoxy)-6-(6-(methylsulfonyl)pyridin-3-yl)imidazo[2,1-b][1,3,4]thiadiazole